3-({[(1R)-6-[(3-fluorophenyl)thio]-1,2,3,4-tetrahydronaphthalen-1-yl]methyl}amino)pyridine-4-carboxylic acid methyl ester COC(=O)C1=C(C=NC=C1)NC[C@@H]1CCCC2=CC(=CC=C12)SC1=CC(=CC=C1)F